C(C1=CC=CC=C1)OC1CCC(CC1)C=O (1r,4r)-4-(benzyloxy)cyclohexane-1-carbaldehyde